ClC1=CC2=C(C=N1)C=C(N2COCC[Si](C)(C)C)C2=C(C=CC=C2)C 6-Chloro-2-(o-tolyl)-1-((2-(trimethylsilyl)ethoxy)methyl)-1H-pyrrolo[3,2-c]pyridine